2-[3-(6-bromo-2-pyridyl)-7-methoxy-imidazo[1,2-a]pyridin-6-yl]-1,1,1-trifluoro-propan-2-ol BrC1=CC=CC(=N1)C1=CN=C2N1C=C(C(=C2)OC)C(C(F)(F)F)(C)O